tert-butyl 4-(5-fluoro-4-hydroxy-pyrido[3,4-d]pyrimidin-6-yl)piperazine-1-carboxylate FC1=C(N=CC=2N=CN=C(C21)O)N2CCN(CC2)C(=O)OC(C)(C)C